3-(6-Bromopyridin-3-yl)-1-methylimidazole-2,4-dione BrC1=CC=C(C=N1)N1C(N(CC1=O)C)=O